cyclohexanedimethanol di(methyl)acrylate tert-butyl-3-fluoro-3-(hydroxymethyl)piperidine-1-carboxylate C(C)(C)(C)C1N(CCCC1(CO)F)C(=O)OCC1(CCCCC1)COC(C=C(C)C)=O